COC1=CC=C(C=C1)N1C(=NC2=CC(=CC=C2C1=O)N1CCNCC1)C1=CC=C(C#N)C=C1 4-(3-(4-methoxyphenyl)-4-oxo-7-(piperazin-1-yl)-3,4-dihydroquinazolin-2-yl)benzonitrile